(2R)-1-[7-chloro-8-fluoro-2-(methylsulfanyl)pyrido[4,3-d]pyrimidin-5-yl]pyrrolidine-2-carboxamide ClC1=C(C=2N=C(N=CC2C(=N1)N1[C@H](CCC1)C(=O)N)SC)F